N,N'-Di-Cbz-L-lysine C(=O)(OCC1=CC=CC=C1)N[C@@H](CCCCNC(=O)OCC1=CC=CC=C1)C(=O)O